(S)-2-(6-(4-chlorophenyl)-1-methyl-4H-benzo[c]isoxazolo[4,5-e]azepin-4-yl)acetamide monohydrate O.ClC1=CC=C(C=C1)C1=N[C@H](C2=C(C3=C1C=CC=C3)C(=NO2)C)CC(=O)N